OC(C)C=1SC(=CC1C#N)C1=NC(=NC=C1C(F)(F)F)NC1CCN(CC1)S(=O)(=O)C=1C=NN(C1)C 2-(1-Hydroxyethyl)-5-(2-((1-((1-methyl-1H-pyrazol-4-yl)sulfonyl)piperidin-4-yl)amino)-5-(trifluoromethyl)pyrimidin-4-yl)thiophene-3-carbonitrile